FC(C(=O)O)(C(C(C(C(C(F)(F)F)(F)F)(F)F)(F)F)(F)F)F Perfluoroheptanoic acid